ClC=1C(=C(COC2C[C@@H]3[C@@H](CN(C3)C(=O)N3N=C(C=C3)C(=O)OC(C)(C)C)C2)C=CC1)C(F)(F)F tert-butyl 1-((3ar,5s,6as)-5-((3-chloro-2-(trifluoromethyl) benzyl) oxy) octahydrocyclopenta[c]pyrrole-2-carbonyl)-1H-pyrazole-3-carboxylate